2-(4-methyl-3-methylsulfonyl-phenyl)cyclopropanecarboxylic acid CC1=C(C=C(C=C1)C1C(C1)C(=O)O)S(=O)(=O)C